Methyl 4-[(1S)-1-[[4-[4-(3-phenylpropoxy)phenyl]tetrahydropyran-4-carbonyl]amino]ethyl]benzoate C1(=CC=CC=C1)CCCOC1=CC=C(C=C1)C1(CCOCC1)C(=O)N[C@@H](C)C1=CC=C(C(=O)OC)C=C1